1-Boc-4-piperidone C(=O)(OC(C)(C)C)N1CCC(CC1)=O